2-(Methyl((6-(2-methylbiphenyl-3-yl)imidazo[1,2-b][1,2,4]triazin-2-yl)methyl)amino)ethanol CN(CCO)CC=1C=NC=2N(N1)C=C(N2)C=2C(=C(C=CC2)C2=CC=CC=C2)C